CCOC(=O)C1[C@H]2[C@@H]1CNC2.Cl ethyl (1R,5S,6R)-3-azabicyclo[3.1.0]hexane-6-carboxylate hydrochloride